N1C(=NC2=C1C=CC=C2)C2(C(N(C1=CC=CC=C21)C)=O)C2=C(C=CC(=C2)Br)O 3-(1H-Benzo[d]imidazol-2-yl)-3-(5-bromo-2-hydroxyphenyl)-1-methylindolin-2-one